2-(5-hexen-1-yl)-2,5,5-trimethylcyclopentanone C(CCCC=C)C1(C(C(CC1)(C)C)=O)C